N-(1-(3,4,5-trimethoxyphenyl)-1H-imidazol-4-yl)-1H-pyrazolo[3,4-d]Pyrimidine-4-amine COC=1C=C(C=C(C1OC)OC)N1C=NC(=C1)NC1=C2C(=NC=N1)NN=C2